3-(4-(4-(5-((((R)-1-(2-chlorophenyl)ethoxy)carbonyl)amino)-1-methyl-1H-1,2,3-triazol-4-yl)phenyl)-2-oxabicyclo[2.2.2]octan-1-yl)propanoic acid ClC1=C(C=CC=C1)[C@@H](C)OC(=O)NC1=C(N=NN1C)C1=CC=C(C=C1)C12COC(CC1)(CC2)CCC(=O)O